2,4,6-tri(bromophenoxy)-1,3,5-triazine BrC1=C(OC2=NC(=NC(=N2)OC2=C(C=CC=C2)Br)OC2=C(C=CC=C2)Br)C=CC=C1